C(C)C=1C=C2CC[C@@H](N(C2=C(C1)F)S(=O)(=O)C=1C=CC(=C(CO)C1)OCC1CCOCC1)C (S)-5-((6-Ethyl-8-fluoro-2-methyl-3,4-dihydroquinolin-1(2H)-yl)sulfonyl)-2-((tetrahydro-2H-pyran-4-yl)methoxy)benzyl alcohol